C1=CC=CC=2C3=CC=CC=C3N(C12)C=1C=C(C=CC1)C1=CC=2SC3=CC=C(C=C3SC2C=C1)C1=CC(=CC=C1)N1C2=CC=CC=C2C=2C=CC=CC12 2,7-bis(3-(9H-carbazole-9-yl)phenyl)thianthrene